O=C1NC(CCC1N1C(C2=CC=C(C=C2C1=O)N(C)C1C(CCC1)N1CC(C1)OCC)=O)=O 2-(2,6-dioxopiperidin-3-yl)-5-((2-(3-ethoxyazetidin-1-yl)cyclopentyl)(methyl)amino)isoindoline-1,3-dione